2-(trifluoromethyl)nicotinamide FC(C1=C(C(=O)N)C=CC=N1)(F)F